2-[6-(ethoxycarbonyl)-1-[2-(2-fluorophenyl)ethyl]-5-methyl-2,4-dioxo-1H,2H,3H,4H-thieno[2,3-d]pyrimidin-3-yl]acetic acid C(C)OC(=O)C1=C(C2=C(N(C(N(C2=O)CC(=O)O)=O)CCC2=C(C=CC=C2)F)S1)C